[Si](C)(C)(C(C)(C)C)O[C@H]1C[C@@H](O[C@]1(C1CC1)CO[Si](C)(C)C(C)(C)C)N1C(NC(C=C1)=O)=O 1-[(2R,4S,5R)-4-[(tert-butyldimethylsilyl)oxy]-5-{[(tert-butyldimethylsilyl)oxy]methyl}-5-cyclopropyloxolan-2-yl]-3H-pyrimidine-2,4-dione